ClC1=C(C(=O)NC2=NN=NN2C)C=CC(=C1S(=O)CCC)S(=O)(=O)C 2-chloro-N-(1-methyl-1H-tetrazol-5-yl)-4-methylsulfonyl-3-propylsulfinyl-benzamide